C1=CC=C(C=C1)[Se] selenaphenol